ClC1=C(C=C2C=C(N=CC2=C1)NC(=O)[C@@H]1[C@H](C1)C(C)(C)O)C1CCN(CC1)[C@]1(COCC1)C (1S,2S)-N-(7-chloro-6-(1-(3R-methyltetrahydrofuran-3-yl)piperidin-4-yl)isoquinolin-3-yl)-2-(2-hydroxypropan-2-yl)cyclopropane-1-carboxamide